C(N)(OCCOCCNC([C@H](C)[C@H]1C=2N(C3=C(C(=N1)C1=CC=C(C=C1)Cl)C=C(C=C3)OC)C(=NN2)C)=O)=O (2-(2-((2R)-2-((4S)-6-(4-Chlorophenyl)-8-methoxy-1-methyl-4H-benzo[f][1,2,4]triazolo[4,3-a][1,4]diazepin-4-yl)propanamido)ethoxy) ethyl) carbamate